C(C)(C)(C)[Si](C)(C)OC1CC(C1)([2H])I tert-butyl(3-iodocyclobutoxy-3-d)dimethylsilane